N(=[N+]=[N-])C(CC1=C(C=C(C(=C1)OC)CCC)OC)CCF 1-(2-azido-4-fluorobutyl)-2,5-dimethoxy-4-propylbenzene